3-(2-Chloro-6-methyl-4-pyridyl)-2-(3-cyanophenyl)-N-(1-methylazetidin-3-yl)pyrazolo[1,5-a]pyrimidine-5-carboxamide ClC1=NC(=CC(=C1)C=1C(=NN2C1N=C(C=C2)C(=O)NC2CN(C2)C)C2=CC(=CC=C2)C#N)C